[Ti].CC(C)O 2-propanol titanium